4-(2-(4-Aminopiperidin-1-yl)-6-(2,6-dichlorophenyl)quinazolin-4-yl)-2-fluorobenzonitrile NC1CCN(CC1)C1=NC2=CC=C(C=C2C(=N1)C1=CC(=C(C#N)C=C1)F)C1=C(C=CC=C1Cl)Cl